[2H]C(N1CCC1)([2H])[2H] (2R)-1-(trideuteriomethyl)azetidin